ClC1=CC2=C(C(=N1)N1[C@@H](COCC1)C)N=CN2 (R)-4-(6-chloro-1H-imidazo[4,5-c]pyridin-4-yl)-3-methylmorpholine